(2-fluoro-5-(trifluoromethyl)phenyl)methanamine FC1=C(C=C(C=C1)C(F)(F)F)CN